O=P(OCC)OCC diethyl phosphite